N-((5-chloro-6-((3-methylisoxazol-5-yl)methoxy)-1H-indol-2-yl)methyl)tetrahydrofuran-2-carboxamide ClC=1C=C2C=C(NC2=CC1OCC1=CC(=NO1)C)CNC(=O)C1OCCC1